N-(2-(methylamino)ethyl)-4-((4-(3-phenylisoxazolidin-2-yl)-5-(trifluoromethyl)pyrimidine-2-yl)amino)benzamide CNCCNC(C1=CC=C(C=C1)NC1=NC=C(C(=N1)N1OCCC1C1=CC=CC=C1)C(F)(F)F)=O